OC[C@H]1CC[C@H](N(C1)C=1N=NC(=C(N1)C)C1=C(C=C(C=C1)C(F)(F)F)O)C 2-(3-((2R,5S)-5-(hydroxymethyl)-2-methylpiperidin-1-yl)-5-methyl-1,2,4-triazin-6-yl)-5-(trifluoromethyl)phenol